3-(but-3-enyl)-6-trifluoromethylquinazolin-4(3H)-one C(CC=C)N1C=NC2=CC=C(C=C2C1=O)C(F)(F)F